C(C1=CC=CC=C1)(=O)OC=1C(=NC=CC1OC)C(N[C@H](C(=O)N[C@H](C(C1=CC=CC=C1)C1=CC=CC=C1)C)C)=O 2-(((S)-1-(((S)-1,1-diphenylpropan-2-yl)amino)-1-oxopropan-2-yl)carbamoyl)-4-methoxypyridin-3-yl benzoate